C[Si](OC)(OC)OC methyl-trimethyloxysilane